tertiary pentyl acrylate C(C=C)(=O)OC(C)(C)CC